N-tert.-Butyl-4-[[2-(2-chloro-5-fluorophenyl)acetyl]amino]pyridin C(C)(C)(C)N1CC=C(C=C1)NC(CC1=C(C=CC(=C1)F)Cl)=O